NC=1C(=C(C(=C(C1I)C(=O)O)I)C(=O)O)I 5-amino-2,4,6-triiodobenzene-1,3-dicarboxylic acid